CS(=O)(=O)O.CS(=O)(=O)O.C(C)N(C(C1=C(C=CC(=C1)F)OC=1C(=NC=NC1)N1CC2(C1)CCN(CC2)CC2CCC(CC2)NS(=O)(=O)CC)=O)C(C)C N-ethyl-2-((4-(7-(((1r,4r)-4-(ethylsulfonamido)cyclohexyl)methyl)-2,7-diazaspiro[3.5]nonan-2-yl)pyrimidin-5-yl)oxy)-5-fluoro-N-isopropylbenzamide bis-methanesulfonic acid salt